methyl (2S)-2-[[(2S)-3-cyclobutyl-2-[(4-methoxy-1H-indole-2-carbonyl)amino]propanoyl]amino]-3-[(3S)-2-oxopyrrolidin-3-yl]propanoate C1(CCC1)C[C@@H](C(=O)N[C@H](C(=O)OC)C[C@H]1C(NCC1)=O)NC(=O)C=1NC2=CC=CC(=C2C1)OC